CCCCCCCCCCCC(=O)O[C@H]1[C@@H](O[C@H]([C@@H]([C@@H]1O)OC(=O)/C=C/C2=CC=CC=C2)O[C@H]3[C@@H](O[C@H]([C@@H]([C@@H]3OC(=O)CCCCCCCCC)O)O[C@H]4[C@@H](O[C@@H]5[C@@H]([C@@H]4OC(=O)CCCCCCCCC[C@@H](O[C@H]6[C@H](O5)[C@H]([C@H]([C@H](O6)C)O)O)CCCCC)O)C)C)C The molecule is a resin glycoside that is the tetrasaccharide derivative of jalapinolic acid. It has been isolated from Ipomoea batatas. It has a role as a metabolite. It is a cinnamate ester, a macrocyclic lactone, a resin glycoside, a tetrasaccharide derivative, a dodecanoate ester and a decanoate ester. It derives from a trans-cinnamic acid and a jalapinolic acid.